C(C)N1C(=NN(C1=O)C=1C=C2C(=CN(C(C2=CC1F)=O)[C@H]1[C@H](CCCC1)C)C(C)C)CO 6-(4-Ethyl-3-(hydroxymethyl)-5-oxo-4,5-dihydro-1H-1,2,4-triazol-1-yl)-7-fluoro-4-isopropyl-2-((1R,2S)-2-methylcyclohexyl)isoquinolin-1(2H)-one